ClC1=CC(=C(C=C1)CC(=O)C1=CNC2=CC=C(C=C12)C(F)(F)F)OC 2-(4-chloro-2-methoxyphenyl)-1-(5-(trifluoromethyl)-1H-indol-3-yl)ethanone